6-methylpyrazolo[1,5-a]pyrazin-4(5H)-one CC=1NC(C=2N(C1)N=CC2)=O